BrC1=CC2=CN(C=C2C=C1)C(=O)NC1=NC(=CC=C1)C1=NN=CN1C(C)C 5-bromo-N-(6-(4-isopropyl-4H-1,2,4-triazol-3-yl)pyridin-2-yl)isoindole-2-carboxamide